BrC1=C(N=C(C(=N1)C(=O)O)NCCNC(=O)OC(C)(C)C)C bromo-3-((2-((tert-butoxycarbonyl)amino)ethyl)amino)-5-methylpyrazine-2-carboxylic acid